CC1=NN(C(=C1)C)[C@H](C(=O)OC)C methyl (S)-2-(3,5-dimethyl-1H-pyrazol-1-yl)propanoate